C(C)(C)(C)OC(=O)N1C[C@H](CCC1)CN=[N+]=[N-] (S)-3-(azidomethyl)piperidine-1-carboxylic acid tert-butyl ester